Silaglutamate N[Si@@H](CCC(=O)[O-])C(=O)[O-]